(1R,2S,5S)-N-{(1S)-1-cyano-2-[(3S)-2-oxo(6,6-2H2)piperidin-3-yl]ethyl}-3-[N-(difluoroacetyl)-3-methyl-L-valyl]-6,6-dimethyl-3-azabicyclo[3.1.0]hexane-2-carboxamide C(#N)[C@H](C[C@H]1C(NC(CC1)([2H])[2H])=O)NC(=O)[C@@H]1[C@H]2C([C@H]2CN1C([C@@H](NC(C(F)F)=O)C(C)(C)C)=O)(C)C